bis(4-methoxyphenyl)-1,3,2λ5,4λ5-dithiadiphosphetane-2,4-dithione COC1=CC=C(C=C1)P1(SP(S1)(=S)C1=CC=C(C=C1)OC)=S